ClC=1C=C2C(=C(C=NC2=CC1)C=1CCOCC1)NC1=C(C(=O)OC)C=C(C=C1)C methyl 2-[[6-chloro-3-(3,6-dihydro-2H-pyran-4-yl)-4-quinolinyl] amino]-5-methyl-benzoate